NC1=C(N=C(S1)C1=C(C=CC=C1F)F)C(=O)NC=1C=NNC1N1C[C@H](CCC1)N (S)-5-amino-N-(5-(3-aminopiperidin-1-yl)-1H-pyrazol-4-yl)-2-(2,6-difluorophenyl)thiazole-4-carboxamide